9-amino-2,6-dimethyl-2,3-dihydro-1H-[1,4]oxazino[2,3-c]quinolin-5(6H)-one NC1=CC=2C3=C(C(N(C2C=C1)C)=O)OCC(N3)C